N1(N=CC=2C1=NC=CC2)C2CC(C2)O (1s,3s)-3-(1H-pyrazolo[3,4-b]pyridin-1-yl)cyclobutan-1-ol